2-[4-chloro-7-(4-fluoro-2-methoxy-phenyl)thieno[3,2-c]pyridin-6-yl]-4,5,6,7-tetrahydrooxazolo[4,5-c]pyridine ClC1=NC(=C(C2=C1C=CS2)C2=C(C=C(C=C2)F)OC)C=2OC1=C(CNCC1)N2